2-[3-[(1S)-2-[[(R)-(3-fluorophenyl)-[(3R)-1,2,3,4-tetrahydropyrido[2,3-b]pyrazin-3-yl]methyl]amino]-1-methyl-ethyl]phenyl]-2-methyl-propanoic acid FC=1C=C(C=CC1)[C@H]([C@H]1CNC2=C(N1)N=CC=C2)NC[C@@H](C)C=2C=C(C=CC2)C(C(=O)O)(C)C